C(C)C=1C=2CCCCC2C=C2CCCCC12 9-Ethyl-1,2,3,4,5,6,7,8-octahydroanthracen